OC(CN1N=NC2=C1C=CC(=C2)C2=NC(=NO2)C2=CC=C(C=C2)CP([O-])([O-])=O)(C)C [(4-[5-[1-(2-hydroxy-2-methylpropyl)-1H-1,2,3-benzotriazol-5-yl]-1,2,4-oxadiazol-3-yl]phenyl)methyl]phosphonate